(S)-6-((4-((2-hydroxy-1-phenylethyl)amino)-5-(3-(pyridin-3-yl)-1,2,4-oxadiazol-5-yl)pyrimidin-2-yl)amino)-1-methyl-1,2-dihydro-3H-pyrazolo[3,4-b]pyridin-3-one OC[C@H](C1=CC=CC=C1)NC1=NC(=NC=C1C1=NC(=NO1)C=1C=NC=CC1)NC1=CC=C2C(=N1)N(NC2=O)C